FC1=C(N=CC2=C3C=4N([C@@H](COC4N=C12)[C@H]1N(CCC1)C)C[C@H]1CN[C@@H](CN13)C)C1=CC=CC3=CC=CC(=C13)C (2R,4aR,6R)-10-fluoro-2-methyl-11-(8-methylnaphthalen-1-yl)-6-((S)-1-methylpyrrolidin-2-yl)-2,3,4,4a,6,7-hexahydro-8-oxa-3,5a,9,12,13c-pentazanaphtho[3,2,1-de]anthracene